C(CCC)P(C1=CC=CC=C1)CCCC dibutyl-phenyl-phosphine